ethyl (S)-3-(4-((1-(4'-(trifluoromethyl)-[1,1'-biphenyl]-4-yl)hexan-2-yl)amino)benzamido)propanoate FC(C1=CC=C(C=C1)C1=CC=C(C=C1)C[C@H](CCCC)NC1=CC=C(C(=O)NCCC(=O)OCC)C=C1)(F)F